C(=O)C1=CC=C(C=C1)C=1N(C(=C([N+]1C)C1=CC=C(C=C1)C=O)C1=CC=C(C=C1)C=O)C 2,4,5-tris(4-formylphenyl)-1,3-dimethyl-1H-imidazol-3-ium